BrCCCCCC=CCC 1-bromo-6-nonene